4-(1-(4-fluorophenyl)-2-methyl-1H-imidazo[4,5-c]quinolin-8-yl)phenol FC1=CC=C(C=C1)N1C(=NC=2C=NC=3C=CC(=CC3C21)C2=CC=C(C=C2)O)C